4-((3-Fluoroquinolin-5-yl)amino)piperidine-1-carboxylic acid tert-butyl ester C(C)(C)(C)OC(=O)N1CCC(CC1)NC1=C2C=C(C=NC2=CC=C1)F